C(CCCCCCCCC)(=O)[O-].C(C1=CC=CC=C1)[N+](CC)(CC)CC benzyl-triethyl-ammonium n-decanoate